8-(3-(2-cyclohexyl-2-propoxycarbonyl)propoxycarbonyl)-tetracyclo[4.4.0.12,5.17,10]-3-dodecene C1(CCCCC1)C(C)(C)OC(=O)CCCOC(=O)C1C2C3C4C=CC(C3C(C1)C2)C4